ethyl-2-methoxypropionic acid C(C)C(C(=O)O)(C)OC